Cl.Cl.FC=1C=C(C=NC1)[C@H](O)[C@@H]1N[C@H](CC1)CC1=CC=C(C=C1)OC (S)-(5-Fluoropyridin-3-yl)((2R,5R)-5-(4-methoxybenzyl)pyrrolidin-2-yl)methanol dihydrochloride